O1C(=NC2=C1C=CC=C2)C2C(C[C@@H]1OCC[C@@H](C(N12)=O)NC([C@H](C)N(C(OC(C)(C)C)=O)C)=O)(C)C tert-butyl ((2S)-1-(((4S,9aS)-7-(benzo[d]oxazol-2-yl)-8,8-dimethyl-5-oxooctahydropyrrolo[2,1-b][1,3]oxazepin-4-yl)amino)-1-oxopropan-2-yl)(methyl)carbamate